(R)-(6-morpholinopyrazolo[1,5-a]pyridin-3-yl)(4-(4-(trifluoromethyl)pyrazolo[1,5-a]pyridin-2-yl)-6,7-dihydro-1H-imidazo[4,5-c]pyridin-5(4H)-yl)methanone O1CCN(CC1)C=1C=CC=2N(C1)N=CC2C(=O)N2[C@H](C1=C(CC2)NC=N1)C1=NN2C(C(=CC=C2)C(F)(F)F)=C1